6-[[2-(3-chloro-2-pyridyl)-5-(2,2,3,3,3-pentafluoropropoxy)pyrazole-3-carbonyl]amino]-5-methyl-1H-indazole-7-carboxamide ClC=1C(=NC=CC1)N1N=C(C=C1C(=O)NC1=C(C=C2C=NNC2=C1C(=O)N)C)OCC(C(F)(F)F)(F)F